2-Methyl-1-({5-[3-(4-methylphenyl)-3H-imidazo[4,5-c]pyridin-2-yl]pyrimidin-2-yl}amino)propan-2-ol CC(CNC1=NC=C(C=N1)C1=NC2=C(C=NC=C2)N1C1=CC=C(C=C1)C)(C)O